ClC=1C=CC(=NC1OC(F)(F)F)C(=O)O 5-chloro-6-(trifluoromethoxy)picolinic acid